dimethyl 4,4'-(propane-1,3-diyl)bis(2-amino-5-fluorobenzoate) C(CCC1=CC(=C(C(=O)OC)C=C1F)N)C1=CC(=C(C(=O)OC)C=C1F)N